BrC1=C(N(C=2N(C1=O)N=C(N2)C=2CCOCCC2)CC(=O)NC2=C(C=C(C=C2)C(F)(F)F)Cl)CC 2-[6-bromo-5-ethyl-7-oxo-2-(2,3,6,7-tetrahydrooxepin-4-yl)-[1,2,4]triazolo[1,5-a]pyrimidin-4-yl]-N-[2-chloro-4-(trifluoromethyl)phenyl]acetamide